2-(3-(benzyloxy)pyrrolidin-1-yl)ethane-1-ol hydrochloride Cl.C(C1=CC=CC=C1)OC1CN(CC1)CCO